IC=1C=NN(C1)CCCCNC1=C2CN(C(C2=CC=C1)=O)C1C(NC(CC1)=O)=O 3-(4-((4-(4-iodo-1H-pyrazol-1-yl)butyl)amino)-1-oxoisoindolin-2-yl)piperidine-2,6-dione